1-(pyridazin-3-yl)piperidin-3-ylurea N1=NC(=CC=C1)N1CC(CCC1)NC(=O)N